pyridin-2-yl(3-(trifluoromethyl)-6-azabicyclo[3.1.1]heptan-6-yl)methanone N1=C(C=CC=C1)C(=O)N1C2CC(CC1C2)C(F)(F)F